(2S)-1-[4,6-bis(trifluoromethyl)pyridin-2-yl]-N-methyl-N-(pyridin-4-yl)pyrrolidine-2-carboxamide FC(C1=CC(=NC(=C1)C(F)(F)F)N1[C@@H](CCC1)C(=O)N(C1=CC=NC=C1)C)(F)F